ClC=1C=C(CNC2=C3N=CN(C3=NC=N2)[C@H]2[C@@H](O)[C@H](O)[C@H](O2)CO)OC1 6-(4-chlorofurfurylamino)-9-β-D-arabinofuranosylpurine